tert-Butyl 5-(5-(trifluoromethyl)pyridin-2-yl)-3,4-dihydroisoquinoline-2(1H)-carboxylate FC(C=1C=CC(=NC1)C1=C2CCN(CC2=CC=C1)C(=O)OC(C)(C)C)(F)F